CN1C2=C(C=3C=CC(=CC13)C=1C=CC(=NC1)OC1CC(C1)OC=1C=CC(=NC1)C#CCOCCOC=1C=C3CN(C(C3=CC1)=O)C1C(NC(CC1)=O)=O)C=NC=C2 3-(5-(2-((3-(5-((1r,3r)-3-((5-(5-methyl-5H-pyrido[4,3-b]indol-7-yl)pyridin-2-yl)oxy)cyclobutoxy)pyridin-2-yl)prop-2-yn-1-yl)oxy)ethoxy)-1-oxoisoindolin-2-yl)piperidine-2,6-dione